3-(dimethylamino)-5-hydroxy-2-toluic acid CN(C1=C(C(=CC(=C1)O)C)C(=O)O)C